C(C1=CC=CC=C1)OC(NC(CN)C1=CSC(=C1)CN)=O ((5-(aminomethyl)thiophen-3-yl)(aminomethyl)methyl)carbamic acid benzyl ester